COC1=C(C(=CC(=C1)C)C)C1=CC=C2C(=CC(=NC2=N1)C1CNCCC1)CCO 2-[7-(2-methoxy-4,6-dimethyl-phenyl)-2-(3-piperidyl)-1,8-naphthyridin-4-yl]ethanol